1,2-dimethyl-3-hydroxypyrid-4-one CN1C(=C(C(C=C1)=O)O)C